C1(=CC=CC=C1)C1=C(C(=C(C=C1)C1=CC=CC=C1)C1=NN=NC(=C1C1=CC=CC=C1)C1=CC=CC=C1)C1=CC=CC=2SC3=C(C21)C=CC=C3 Phenyldibenzothiophenyl(diphenyltriazinyl)biphenyl